Dimethylsilylenebis[2-(2-thienyl)-indenyl]zirconium dichloride [Cl-].[Cl-].C[Si](=[Zr+2](C1C(=CC2=CC=CC=C12)C=1SC=CC1)C1C(=CC2=CC=CC=C12)C=1SC=CC1)C